tertiary butyl-catecholmethanol C(C)(C)(C)C1=C(C(=C(O)C=C1)O)CO